6-n-octyl-2-thiouracil C(CCCCCCC)C1=CC(NC(N1)=S)=O